(S)-3-(1-aminoethyl)-6-chloro-7-(pyridin-2-ylmethoxy)quinolin-2(1H)-one N[C@@H](C)C=1C(NC2=CC(=C(C=C2C1)Cl)OCC1=NC=CC=C1)=O